tetrachloro-ethane ClCC(Cl)(Cl)Cl